N1C=C(C2=CC=CC=C12)CC=1OC(=NN1)C=1C=C2C(=C(NC2=CC1)C1=CC(=NC=C1)C)C(C)C 2-((1H-indol-3-yl)methyl)-5-(3-isopropyl-2-(2-methylpyridin-4-yl)-1H-indol-5-yl)-1,3,4-oxadiazole